ClC1=C2CCN([C@@H](C2=C(C=C1)O[C@@H]1CN(CC1)S(=O)(=O)C)CN1CC2(CC2)CC1=O)C(=O)[C@H]1[C@H](CCCC1)C (1S,2R)-2-((S)-5-Chloro-8-(((S)-1-(methylsulfonyl)pyrrolidin-3-yl)oxy)-1-((6-oxo-5-azaspiro[2.4]heptan-5-yl)methyl)-1,2,3,4-tetrahydroisochinolin-2-carbonyl)-1-methylcyclohexan